N=1C=CN2C=NC3=C(C21)N=CC=C3 imidazo[1,2-c]pyrido[2,3-e]pyrimidine